C(#N)C1(CC1)NS(=O)(=O)C1=CC=C2C3=C(N(C2=C1)C=1SC(=NN1)C(F)F)N=CN=C3N3C[C@@H](C(CC3)N3CCCC3)F N-(1-cyanocyclopropyl)-9-(5-(difluoromethyl)-1,3,4-thiadiazol-2-yl)-4-((3S)-3-fluoro-4-(pyrrolidin-1-yl)piperidin-1-yl)-9H-pyrimido[4,5-b]indole-7-sulfonamide